(3-(3-fluorophenyl)-1-methyl-1H-indazol-6-yl)(4-(1-((tetrahydro-2H-pyran-4-yl)methyl)-1H-benzo[d]imidazol-2-yl)piperidin-1-yl)methanone FC=1C=C(C=CC1)C1=NN(C2=CC(=CC=C12)C(=O)N1CCC(CC1)C1=NC2=C(N1CC1CCOCC1)C=CC=C2)C